BrC1=C(C=2C=CNC2C=C1)C(=O)NC(C)(C)C 5-bromo-N-tert-butyl-1H-indole-4-carboxamide